C(C)(C)(C)N1N=C(C=C1C)NC1=CC(=C(C(=N1)C[C@@]1(C[C@H](NCC1)C)C(=O)OC(C)(C)C)F)C(F)F tert-butyl (2R,4R)-4-((6-((1-(tert-butyl)-5-methyl-1H-pyrazol-3-yl) amino)-4-(difluoromethyl)-3-fluoropyridin-2-yl) methyl)-2-methylpiperidine-4-carboxylate